5-[(6-methylpyridazin-3-yl)amino]benzimidazol-1-yl-pyridine-3-carboxamide CC1=CC=C(N=N1)NC1=CC2=C(N(C=N2)C2=NC=CC=C2C(=O)N)C=C1